C[C@H]1N([C@H](CN(C1)C1=NC=C(C=N1)C(F)(F)F)C)C(=O)C1CC(C1)OC[C@H](C)NC1=C(C(N(N=C1)CC1=CC=C(C=C1)OC)=O)C(F)(F)F 5-(((S)-1-(3-((2R,6S)-2,6-dimethyl-4-(5-(trifluoromethyl)pyrimidin-2-yl)piperazine-1-Carbonyl)cyclobutoxy)propan-2-yl)amino)-2-(4-methoxybenzyl)-4-(trifluoromethyl)pyridazin-3(2H)-one